FC1=CC=C(C=C1)NC(=O)[C@H]1N(C(OC1)=O)C1=NC(=CC(=C1)C(F)(F)F)C (S)-N-(4-fluorophenyl)-3-(6-methyl-4-(trifluoromethyl)pyridin-2-yl)-2-oxooxazolidine-4-carboxamide